N,N'-di-[3-(pentanesulfonyloxy)phenyl]urea C(CCCC)S(=O)(=O)OC=1C=C(C=CC1)NC(=O)NC1=CC(=CC=C1)OS(=O)(=O)CCCCC